palladium-cerium-tin [Sn].[Ce].[Pd]